3-(1-isopropyl-3-(trifluoromethyl)-1H-pyrazol-5-yl)-2-methylpropan-1-ol C(C)(C)N1N=C(C=C1CC(CO)C)C(F)(F)F